CC(=CCC/C=C/C=O)C (E)-7-methylocta-2,6-dienal